2-(3-bromophenyl)oxirane tert-butyl-(S)-4-(5-cyclopropyl-7-tosyl-7H-pyrrolo[2,3-d]pyrimidin-4-yl)-3-methylpiperazine-1-carboxylate C(C)(C)(C)OC(=O)N1C[C@@H](N(CC1)C=1C2=C(N=CN1)N(C=C2C2CC2)S(=O)(=O)C2=CC=C(C)C=C2)C.BrC=2C=C(C=CC2)C2OC2